C(C)(C)(C)OC([C@@H](NC(=O)N1C=NC=C1)CCCCNC(=O)OCC1C2=CC=CC=C2C=2C=CC=CC12)=O N6-(((9H-fluoren-9-yl)methoxy)Carbonyl)-N2-(1H-imidazole-1-carbonyl)lysine tert-butyl ester